CN1CCC(CC1)NC(=O)C1=C(N=C(S1)Br)C 2-Bromo-4-methyl-thiazole-5-carboxylic acid (1-methyl-piperidin-4-yl)-amide